3-(2,4-dioxotetrahydropyrimidin-1(2H)-yl)-4-methoxybenzamide O=C1N(CCC(N1)=O)C=1C=C(C(=O)N)C=CC1OC